N-[3-[6-(4-methylsulfonyl-phenyl)imidazo[1,2-b]pyridazin-3-yl]phenyl]acetamide CS(=O)(=O)C1=CC=C(C=C1)C=1C=CC=2N(N1)C(=CN2)C=2C=C(C=CC2)NC(C)=O